tert-butyl-(5-iodo-2,3-dimethoxyphenoxy)diphenylsilane C(C)(C)(C)[Si](C1=CC=CC=C1)(C1=CC=CC=C1)OC1=C(C(=CC(=C1)I)OC)OC